C(C)(C)(C)OC(=O)N1CCN(CC1)C1=NC=NC(=C1[C@@H](CC(=O)O)C)I (R)-3-(4-(4-(tert-butoxycarbonyl)piperazin-1-yl)-6-iodo-pyrimidin-5-yl)butyric acid